COC1=CC2=C(C=3N=CN(C(C3S2)=O)C[C@@H](C(=O)O)C)C=C1OC (S)-3-(7,8-dimethoxy-4-oxobenzo[4,5]thieno[3,2-d]pyrimidin-3(4H)-yl)-2-methylpropanoic acid